NC1=NC=2C=C(C(=CC2C2=C1COC2)C(=O)N(C2COCC1=CC(=CC=C21)C2=CC=C(C=C2)C(F)(F)F)C)F 4-amino-7-fluoro-N-methyl-N-(7-(4-(trifluoromethyl)phenyl)isochroman-4-yl)-1,3-dihydrofuro[3,4-c]quinoline-8-carboxamide